1,2-diacetyl-sn-glycerol C(C)(=O)OC[C@@H](OC(C)=O)CO